((S)-2-methylpiperidin-1-yl)methanone C[C@@H]1N(CCCC1)C=O